7-chloro-4-(methylamino)-2-oxo-1-phenyl-1,2-dihydroquinazoline-5-carbonitrile ClC=1C=C(C=2C(=NC(N(C2C1)C1=CC=CC=C1)=O)NC)C#N